2-(4-((2R,5R)-2-(4-chlorobenzyl)-5-(methyl-sulfonyl)piperidin-1-yl)-cyclohexyl)-5-methyloxazole hydrochloride Cl.ClC1=CC=C(C[C@@H]2N(C[C@@H](CC2)S(=O)(=O)C)C2CCC(CC2)C=2OC(=CN2)C)C=C1